C(C)(C)(C)C1=NC(=CC(=C1)C(=O)OC(C)(C)C)Cl tert-Butyl 2-tert-butyl-6-chloro-pyridine-4-carboxylate